4-[3-[[6-(trifluoromethyl)pyridin-3-yl]methyl]imidazo[4,5-b]pyridin-2-yl]-1,2,5-oxadiazol-3-amine FC(C1=CC=C(C=N1)CN1C(=NC=2C1=NC=CC2)C=2C(=NON2)N)(F)F